2-(difluoromethyl)-N-[3-ethyl-1,1-dimethyl-2,3-dihydro-1H-inden-4-yl]pyridine FC(C1N(C=CC=C1)C1=C2C(CC(C2=CC=C1)(C)C)CC)F